2-(6-chloro-1H-pyrrolo[2,3-b]pyridin-1-yl)-3-methyl-N-(1-(pyrrolidin-1-ylmethyl)cyclopropyl)butanamide ClC1=CC=C2C(=N1)N(C=C2)C(C(=O)NC2(CC2)CN2CCCC2)C(C)C